3-(4-isopropylpiperazin-1-yl)-N-[6-[3-(6-methyl-2-pyridyl)-1H-pyrazol-4-yl]-1,5-naphthyridin-4-yl]propanamide C(C)(C)N1CCN(CC1)CCC(=O)NC1=CC=NC2=CC=C(N=C12)C=1C(=NNC1)C1=NC(=CC=C1)C